Cadmium phosphat P(=O)([O-])([O-])[O-].[Cd+2].P(=O)([O-])([O-])[O-].[Cd+2].[Cd+2]